ClC=1C=C(C[C@H]2COC3=C(C=C(C=C3C2=O)CN2C(N(C=C2)C)=N)C=2C(=NC(=CC2)F)C)C=CC1Cl (S)-3-(3,4-dichlorobenzyl)-8-(6-fluoro-2-methylpyridin-3-yl)-6-((2-imino-3-methyl-2,3-dihydro-1H-imidazol-1-yl)methyl)chroman-4-one